[O].C=C monoethylene oxygen